ClC=1C=CC2=C(C(C(CCN2)(F)F)(O)CCO)C1 7-chloro-4,4-difluoro-5-(hydroxyethyl)-2,3,4,5-tetrahydro-1H-1-benzoazepin-5-ol